7-[5-(Cyclopropylmethyl)-4-(2'-fluoro[1,1'-biphenyl]-4-yl)-6-oxo-1,4,5,6-tetrahydropyrrolo[3,4-c]pyrazol-3-yl]-1,3-benzoxazol-2(3H)-one C1(CC1)CN1C(C=2NN=C(C2C1C1=CC=C(C=C1)C1=C(C=CC=C1)F)C1=CC=CC=2NC(OC21)=O)=O